ClC=1C(=NC(=NC1)NC=1C(=NC(=CC1)N1CCN(CC1)CCO)OC)NC1=C(C=CC=C1)S(=O)(=O)NC 2-((5-chloro-2-((6-(4-(2-hydroxyethyl)piperazin-1-yl)-2-methoxypyridin-3-yl)amino)pyrimidine-4-yl)amino)-N-methylbenzenesulfonamide